C(C)(C)(C)C1=CC=C(C=C1)N1NC(=CC1C1=CC=C(C=C1)C(C)(C)C)C=CC1=CC=C(C=C1)C(C)(C)C 1,5-bis-(4-tert-butyl-phenyl)-3-(4-tert-butyl-styryl)-pyrazoline